(R)-7-(2-(methoxycarbonyl)pyrrolidin-1-yl)-4H-thieno[3,4-c]chromene-8-carboxylic acid COC(=O)[C@@H]1N(CCC1)C=1C(=CC=2C=3C(COC2C1)=CSC3)C(=O)O